CNC(=O)C1=C(C=CC=C1)SC1=CC=C2C(=CN(C2=C1)C1OCCCC1)\C=C\C1=NC=C(C=C1)OCC1N(CCC1)C N-methyl-2-[3-[(E)-2-[5-[(1-methylpyrrolidin-2-yl)methoxy]-2-pyridyl]vinyl]-1-tetrahydropyran-2-ylindol-6-yl]thiobenzeneFormamide